NCC1=C2C(=NC=3C=C4C(=C(C13)F)OCO4)C4=CC1=C(C(N4C2)=O)COC([C@]1(O)CC)=O (S)-14-(aminomethyl)-7-ethyl-15-fluoro-7-hydroxy-10,13-dihydro-11H-[1,3]dioxolo[4,5-g]pyrano[3',4':6,7]indolizino[1,2-b]quinoline-8,11(7H)-dione